5-(2-(benzo[d][1,3]dioxol-5-yl)-2,3-dihydrobenzo[b][1,4]thiazepin-4-yl)-6-hydroxy-3-(o-tolyl)pyrimidine-2,4(1H,3H)-dione O1COC2=C1C=CC(=C2)C2CC(=NC1=C(S2)C=CC=C1)C=1C(N(C(NC1O)=O)C1=C(C=CC=C1)C)=O